5-isopropyl-4-(trifluoromethyl)pyridin C(C)(C)C=1C(=CC=NC1)C(F)(F)F